Sodium Lauroyl Methyl Isethionate CCCCCCCCCCCC(=O)OC(C)CS(=O)(=O)[O-].[Na+]